FC=1C=C2C(C=CNC2=CC1F)=O 6,7-difluoro-1,4-dihydroquinolin-4-one